(((6-chloro-4-methylpyridin-3-yl)amino)methylene)-2,2-dimethyl-1,3-dioxane-4,6-dione ClC1=CC(=C(C=N1)NC=C1C(OC(OC1=O)(C)C)=O)C